C[C@@H]1CN(C[C@@H](O1)C)C1=CC=CC(=N1)C=1N=C(SC1)NC(CNC(=O)C1=CNC=C1)=O N-(2-((4-(6-(cis-2,6-dimethylmorpholinyl)pyridin-2-yl)thiazol-2-yl)amino)-2-oxoethyl)-1H-pyrrole-3-carboxamide